NC1=NC=NC=2N(C3=CC=C(C=C3C21)C(F)(F)F)CC(=O)N2C1CC1(CC2C(=O)NC2=NC(=CC=C2)Br)C 2-(2-(4-amino-6-(trifluoromethyl)-9H-pyrimido[4,5-b]indol-9-yl)acetyl)-N-(6-bromopyridin-2-yl)-5-methyl-2-azabicyclo[3.1.0]hexane-3-carboxamide